N[C@H](C(=O)N1[C@@H]([C@H]2C([C@H]2C1)(C)C)C(=O)OCC)CC1CC1 ethyl (1R,2S,5S)-3-[(2S)-2-amino-3-cyclopropyl-propanoyl]-6,6-dimethyl-3-azabicyclo[3.1.0]hexane-2-carboxylate